FC(C=1N=CC(=NC1)OC1CN(CC12CC2)C=2C=1N(N=C(C2)C=2C(NC(NC2)=O)=O)C=CN1)(F)F 5-(8-(7-((5-(trifluoromethyl)pyrazin-2-yl)oxy)-5-azaspiro[2.4]heptan-5-yl)imidazo[1,2-b]pyridazin-6-yl)pyrimidine-2,4(1H,3H)-dione